N-{(6S,7aS)-2-[4-(2,6-difluorophenyl)-6-hydroxy-1,2-benzoxazol-3-yl]-3-oxohexahydro-1H-pyrrolo[1,2-c]imidazol-6-yl}ethanesulfonamide FC1=C(C(=CC=C1)F)C1=CC(=CC2=C1C(=NO2)N2C(N1[C@H](C2)C[C@@H](C1)NS(=O)(=O)CC)=O)O